bis(2-hydroxyethyl)-methyl-dodecylammonium bis(trifluoromethanesulfonyl)imide salt [N-](S(=O)(=O)C(F)(F)F)S(=O)(=O)C(F)(F)F.OCC[N+](CCCCCCCCCCCC)(C)CCO